(R)-1-(3,3-difluoro-4-((6-fluoro-4-(methoxy-d3)-5-(1-(2,2,2-trifluoroethyl)-1H-benzo[d][1,2,3]triazol-6-yl)pyrrolo[2,1-f][1,2,4]triazin-2-yl)amino)pyrrolidin-1-yl)ethan-1-one FC1(CN(C[C@H]1NC1=NN2C(C(=N1)OC([2H])([2H])[2H])=C(C(=C2)F)C=2C=CC1=C(N(N=N1)CC(F)(F)F)C2)C(C)=O)F